C(CCC)[B-](CCCC)(CCCC)CCCC.N12CCCCCC2=NCCC1 1,8-diazabicyclo[5.4.0]undec-7-ene tetrabutylborate